C(#N)C1=C(C=CC=C1)[C@@H]([C@@H](C)C=1N(C(C(=C(N1)C(=O)NC=1C=NOC1)O)=O)C(C)C)C=1C=NN(C1)C 2-((1R,2R)-1-(2-cyanophenyl)-1-(1-methyl-1H-pyrazol-4-yl)propan-2-yl)-5-hydroxy-1-isopropyl-N-(isoxazol-4-yl)-6-oxo-1,6-dihydropyrimidine-4-carboxamide